N1=C(C=CC=C1)CN(CCNC(CCl)=O)CC1=NC=CC=C1 N-(2-(bis(pyridin-2-ylmethyl)amino)ethyl)-2-chloroacetamide